tert-Butyl(1-phenyl-3-sulfamoyl propan-2-yl) carbamate C(N)(OC(CC1=CC=CC=C1)C(S(N)(=O)=O)C(C)(C)C)=O